5-chloro-2-hydroxy-N-(6-(trifluoromethyl)benzo[d]thiazol-2-yl)benzamide ClC=1C=CC(=C(C(=O)NC=2SC3=C(N2)C=CC(=C3)C(F)(F)F)C1)O